6-amino-4-(1-pyrimidin-2-ylethylamino)-1-(tetrahydropyran-4-ylmethyl)quinolin-2-one NC=1C=C2C(=CC(N(C2=CC1)CC1CCOCC1)=O)NC(C)C1=NC=CC=N1